4-epoxycyclohexylmethyl aminoacrylate NC(C(=O)OCC1CC2C(CC1)O2)=C